C(C)N(C=1SC=2N=C(N=CC2N1)C=1C=C(C=2N(C1)C=C(N2)C)F)C2CC(NC(C2)(C)C)(C)C N-Ethyl-5-(8-fluoro-2-methylimidazo[1,2-a]pyridin-6-yl)-N-(2,2,6,6-tetramethylpiperidin-4-yl)[1,3]thiazolo[5,4-d]pyrimidin-2-amin